[Zn+2].FC(S(=O)[O-])F.FC(S(=O)[O-])F difluoromethanesulfinic acid zinc salt